(7R,14R)-1-(difluoromethoxy)-11-((1-(hydroxymethyl)cyclopropyl)ethynyl)-6-(methyl-d3)-6,7-dihydro-7,14-methanobenzo[f]benzo[4,5]imidazo[1,2-a][1,4]diazocin-5(14H)-one FC(OC1=CC=CC=2C(N([C@H]3C=4N([C@@H](C21)C3)C3=C(N4)C=CC(=C3)C#CC3(CC3)CO)C([2H])([2H])[2H])=O)F